2-(3-((((6aS)-5-((Allyloxy)carbonyl)-2,6-dimethoxy-12-oxo-8-(thiophen-3-yl)-5,6,6a,7,10,12-hexahydrobenzo[e]pyrido[1,2-a][1,4]diazepin-3-yl)oxy)methyl)phenyl)acetic acid C(C=C)OC(=O)N1C([C@H]2N(C(C3=C1C=C(C(=C3)OC)OCC=3C=C(C=CC3)CC(=O)O)=O)CC=C(C2)C2=CSC=C2)OC